P(=O)([O-])([O-])[O-].[Li+].[La+3] lanthanum Lithium Phosphate